CC([C@@H](C(=O)N1[C@@H]([C@H]2[C@H]3C=C[C@@H]([C@H]2C1)C3)C(=O)N[C@H](C(=O)N)C[C@@H]3OCCCNC3=O)NC(C(F)(F)F)=O)(C)C (2S)-2-{[(1R,2S,3S,6R,7S)-4-[(2S)-3,3-dimethyl-2-(2,2,2-trifluoroacetamido)butanoyl]-4-azatricyclo[5.2.1.0^{2,6}]dec-8-en-3-yl]formamido}-3-[(2S)-3-oxo-1,4-oxazepan-2-yl]propanamide